2,6-diisopropyl-aniline methyl-(5-cyano-3-hydroxy-4-methylpicolinoyl)glycinate CN(CC(=O)O)C(C1=NC=C(C(=C1O)C)C#N)=O.C(C)(C)C1=C(N)C(=CC=C1)C(C)C